C(C)(C)(C)P(C1=CC=NN1C=1C(=NN(C1C1=CC=CC=C1)C1=CC=CC=C1)C1=CC=CC=C1)C(C)(C)C 5-(di-t-butylphosphino)-1',3',5'-triphenyl-1'H-[1,4']bipyrazole